CC(CC(=O)O[C@@H]1[C@H](O[C@H]([C@]1(C)F)N1C2=NC(=NC(=C2N=C1)NC)NC(CC(C)C)=O)COC(CC1=CC=CC=C1)=O)C (2R,3R,4R,5R)-4-fluoro-4-methyl-5-(6-(methylamino)-2-(3-methylbutanamido)-9H-purin-9-yl)-2-((2-phenylacetoxy)methyl)tetrahydrofuran-3-yl 3-methylbutanoate